2-(4-(allyloxy)styryl-4,6-dimethoxyphenyl)-1-ethyl-1H-imidazole C(C=C)OC1=CC=C(C=CC2=C(C(=CC(=C2)OC)OC)C=2N(C=CN2)CC)C=C1